benzyl (2-(2-(6-chloro-3-neopentyl-4-oxo-3,4-dihydroquinazolin-2-yl)-4-methylmorpholin-3-yl)ethyl)carbamate ClC=1C=C2C(N(C(=NC2=CC1)C1C(N(CCO1)C)CCNC(OCC1=CC=CC=C1)=O)CC(C)(C)C)=O